N-(5-(4-chlorobutanamido)-2-methylpyridin-3-yl)-2-(1-(2-methoxyethyl)-1H-pyrazol-4-yl)pyrazolo[5,1-b]thiazole-7-carboxamide ClCCCC(=O)NC=1C=C(C(=NC1)C)NC(=O)C=1C=NN2C1SC(=C2)C=2C=NN(C2)CCOC